(3S)-tert-Butyl 4-(2-((3-((2,6-dioxopiperidin-3-yl)amino)phenyl)amino)-2-oxoethyl)-3-(trifluoromethyl)piperazine-1-carboxylate O=C1NC(CCC1NC=1C=C(C=CC1)NC(CN1[C@@H](CN(CC1)C(=O)OC(C)(C)C)C(F)(F)F)=O)=O